3-(1-methyl-1H-pyrazol-5-yl)benzamide CN1N=CC=C1C=1C=C(C(=O)N)C=CC1